3-(3-{1-[3-chloro-4-(3,3-dimethyl-butyl)phenyl]-2-hydroxymethyl-4-methoxy-cyclohexyl}ureido)bicyclo[1.1.1]pentane-1-carboxylic acid methyl ester COC(=O)C12CC(C1)(C2)NC(=O)NC2(C(CC(CC2)OC)CO)C2=CC(=C(C=C2)CCC(C)(C)C)Cl